[C@@H]12CN(CC(CC1)N2)C2=NC(=NC1=C(C(=C(C=C21)Cl)C2=CC=C(C=1SC(=C(C12)C#N)N)F)F)OC[C@H]1N(CCC1)C (S)-4-((3,8-diazabicyclo[3.2.1]octan-3-yl)-6-chloro-8-fluoro-2-(((S)-1-methylpyrrolidin-2-yl)methoxy)quinazolin-7-yl)-2-amino-7-fluorobenzo[b]thiophene-3-carbonitrile